C[Si](C)(C)OP(O[Si](C)(C)C)(=O)[Si](C)(C)C tris(trimethylsilyl)phosphonic acid